tert-Butyl-2-(2-(5-chloro-2-((tetrahydro-2H-pyran-4-yl)amino)pyrimidin-4-yl)-8-oxo-5,6-dihydroimidazo[1,2-a]pyrazin-7(8H)-yl)propanoate C(C)(C)(C)OC(C(C)N1C(C=2N(CC1)C=C(N2)C2=NC(=NC=C2Cl)NC2CCOCC2)=O)=O